7-chloro-4-(2-methyl-1,3-thiazol-5-yl)-1,3-benzothiazole ClC1=CC=C(C=2N=CSC21)C2=CN=C(S2)C